NC=1C(=C(C=C2C=C(N=CC12)NC(O[C@@H]1CN(C[C@@H]1F)C)=O)C1=C(C2=C(OCCN2)N=C1)C)F (3R,4S)-4-Fluoro-1-methylpyrrolidin-3-yl (8-amino-7-fluoro-6-(8-methyl-2,3-dihydro-1H-pyrido[2,3-b][1,4]oxazin-7-yl)isoquinolin-3-yl)carbamate